2-[4-(4-Phenoxybenzoyl)piperazin-1-yl]-3H-quinazolin-4-one O(C1=CC=CC=C1)C1=CC=C(C(=O)N2CCN(CC2)C2=NC3=CC=CC=C3C(N2)=O)C=C1